6-bromo-2-methyl-3,7,8,9-tetrahydro-4H-cyclopenta[H]quinazolin-4-one BrC=1C=C2C(NC(=NC2=C2C1CCC2)C)=O